CO[C@@H]1O[C@@H]([C@H]2OC(O[C@H]21)(C)C)C=O (3aR,4R,6S,6aR)-4-methoxy-2,2-dimethyl-3a,4,6,6a-tetrahydrofuro[3,4-d][1,3]dioxole-6-carbaldehyde